C(C)(C)(C)C1=CC=C(C=C1)OC tert-butyl-4-methoxybenzene